COC(=O)C1(CCC2(C(=CC3=CC=CC=C23)CC(CO[Si](C(C)C)(C(C)C)C(C)C)F)CC1)NC1=CC(=CC=C1)Cl.C(CC)O[Si](C1=CC=C(C=C1)C(=C)C)(OCCC)OCCC tripropoxy(4-isopropenylphenyl)silane methyl-(1r,4r)-4-(3-chloroanilino)-2'-(2-fluoro-3-{[tri(propan-2-yl)silyl]oxy}propyl)spiro[cyclohexane-1,1'-indene]-4-carboxylate